CC1=NOC(=C1C=1C=CC(N(C1)CC1=CC=C(C=C1)NC(CCCC(=O)NC1=CC=C(C=C1)N[C@@H]1C[C@@H](N(C2=CC=CC=C12)C(CC)=O)C)=O)=O)C N1-(4-((5-(3,5-Dimethylisoxazol-4-yl)-2-oxopyridin-1(2H)-yl)methyl)phenyl)-N5-(4-(((2S,4R)-2-methyl-1-propionyl-1,2,3,4-tetrahydroquinolin-4-yl)amino)phenyl)glutaramide